[Sn].[W].[Nb].[Ta] tantalum niobium tungsten tin